Ethyl (E)-(6-{[Tert-butylbis(methyl)siloxy]methyl}-1-indanylidene)acetate C(C)(C)(C)[Si](OCC1=CC=C2CC/C(/C2=C1)=C\C(=O)OCC)(C)C